C(C)(C)(C)OC(=O)N[C@@H]1CN(CC1)C(=O)C1=C(C=C(S1)C1=C(C=C(C=C1)C1CCN(CC1)C(=O)OC(C)(C)C)CC)C tert-butyl (S)-4-(4-(5-(3-((tert-butoxycarbonyl)amino)pyrrolidine-1-carbonyl)-4-methylthiophen-2-yl)-3-ethylphenyl)piperidine-1-carboxylate